7-chloro-6-(3-cyclopropylphenoxy)-3-methyl-pyrazolo[1,5-a]pyrimidine ClC1=C(C=NC=2N1N=CC2C)OC2=CC(=CC=C2)C2CC2